N1(CCC1)C1=CC=CC(=N1)N1N=C2C(C=NC(=C2)CNC(OC(C)(C)C)=O)=C1 tert-Butyl ((2-(6-(azetidin-1-yl)pyridin-2-yl)-2H-pyrazolo[4,3-c]pyridin-6-yl)methyl)carbamate